C(C(C)C)C1=CC=C(C=C1)CC=1C=NNC1C 4-[(4-isobutylphenyl)-methyl]-5-methyl-1H-pyrazole